1-Methyl-4-(6-methyl-3',6'-dihydro[3,4'-bipyridyl]-1'(2'h)-yl)-2-oxo-1,2-dihydro-quinoline-3-carbonitrile CN1C(C(=C(C2=CC=CC=C12)N1CCC(=CC1)C=1C=NC(=CC1)C)C#N)=O